Methyl (2-(3H-diazirin-3-yl)acetyl)-L-phenylalaninate N1=NC1CC(=O)N[C@@H](CC1=CC=CC=C1)C(=O)OC